(1-(Methylsulfonyl)cyclopropyl)methanol CS(=O)(=O)C1(CC1)CO